O1[C@@H](CCC1)C12CNCC(CC1)N2C(=O)[O-] 1-[(2S)-oxolan-2-yl]-3,8-diazabicyclo[3.2.1]octane-8-carboxylate